4-[(3S)-3-amino-3-methylpyrrolidin-1-yl]-N-[(1S)-1-cyclopropylethyl]-2',6'-dimethyl-[3,4'-bipyridine]-5-carboxamide N[C@@]1(CN(CC1)C1=C(C=NC=C1C(=O)N[C@@H](C)C1CC1)C1=CC(=NC(=C1)C)C)C